tert-Butyl-(5'S)-2-methoxy-5'-methyl-7H-spiro[furo[2,3-b]pyrazine-6,3'-pyrrolidine] C(C)(C)(C)N1CC2(C[C@@H]1C)CC=1C(=NC=C(N1)OC)O2